5-Amino-1-isopropyl-3-(4-(2-oxo-2-((3-(2-(trifluoromethyl)phenyl)isoxazol-5-yl)amino)ethyl)phenyl)-1H-pyrazole-4-carboxamide NC1=C(C(=NN1C(C)C)C1=CC=C(C=C1)CC(NC1=CC(=NO1)C1=C(C=CC=C1)C(F)(F)F)=O)C(=O)N